(4-(tetrahydro-2H-pyran-4-yl)morpholin-2-yl)methylamine hydrochloride Cl.O1CCC(CC1)N1CC(OCC1)CN